C(C)(C)(C)OC(=O)NCC(=O)NCCNC(=O)C1=C(C(=C(S1)C(C(CC)C1=CC=C(C=C1)F)=O)C(=O)OC)C methyl 5-((2-(2-((tert-butoxycarbonyl) amino) acetamido) ethyl) carbamoyl)-2-(2-(4-fluorophenyl) butyryl)-4-methylthiophene-3-carboxylate